tert-butyl (R)-2-((1-(3-cyano-2-(1,4-dimethyl-1H-pyrazol-3-yl)-6-methyl-4-oxo-4H-chromen-8-yl)ethyl)amino)benzoate C(#N)C1=C(OC2=C(C=C(C=C2C1=O)C)[C@@H](C)NC1=C(C(=O)OC(C)(C)C)C=CC=C1)C1=NN(C=C1C)C